Pyrrolizine-3-carboxylic acid methyl ester COC(=O)C1=CCC2=CC=CN12